ClC1=C(C(=CC=C1)Cl)/C(/N1CC(C(C1)F)F)=N\NS(=O)(=O)C1=CC=C(C=C1)C N-[(E)-[(2,6-dichlorophenyl)-(3,4-difluoropyrrolidin-1-yl)methylene]amino]-4-methyl-benzenesulfonamide